Cl.C1(=CC=CC=C1)C1C(CNC1)C#N 4-phenylpyrrolidine-3-carbonitrile hydrochloride